trimethyl(((4aSR,8aSR)-5,5,8a-trimethyl-2-methylenedecahydronaphthalen-1-yl)methoxy)silane C[Si](OCC1C(CC[C@H]2C(CCC[C@]12C)(C)C)=C)(C)C |r|